N-((6-(4-fluoro-1H-pyrazol-1-yl)pyridin-3-yl)methyl)-1-(4-methoxybenzyl)-1H-pyrazole-5-carboxamide FC=1C=NN(C1)C1=CC=C(C=N1)CNC(=O)C1=CC=NN1CC1=CC=C(C=C1)OC